N1=C(C=CC=C1)[C@@H](C)OC=1C=2N(C=C(C1)B1OC(C(O1)(C)C)(C)C)N=CC2C#N 4-[(1R)-1-(2-Pyridyl)ethoxy]-6-(4,4,5,5-tetramethyl-1,3,2-dioxaborolan-2-yl)pyrazolo[1,5-a]pyridine-3-carbonitrile